oxazin-4-one C1=CON=CC1=O